CN(C1CN(CC1)C1=C(C=CC(=N1)OCC(F)(F)F)[N+](=O)[O-])C 6-(3-(dimethylamino)pyrrolidin-1-yl)-5-nitro-2-(2,2,2-trifluoroethoxy)pyridine